N-(4-cyano-2-fluoro-phenyl)-5-(m-tolyl)-1H-pyrrole-3-sulfonamide C(#N)C1=CC(=C(C=C1)NS(=O)(=O)C1=CNC(=C1)C=1C=C(C=CC1)C)F